1-(4-fluoro-2-methylphenyl)-4,6-dimethyl-2-oxo-1,2-dihydropyridine-3-carboxylic acid FC1=CC(=C(C=C1)N1C(C(=C(C=C1C)C)C(=O)O)=O)C